CN([C@@H](CCCCNC(=O)OC)C(=O)O)C(=O)OC methyl-N,N'-bis(methoxycarbonyl)lysine